Ethyl 7-((3-hydroxy-2,2-dimethylpropoxy)methyl)imidazo[1,2-a]pyridine-3-carboxylate OCC(COCC1=CC=2N(C=C1)C(=CN2)C(=O)OCC)(C)C